niobium diselenium [Se].[Se].[Nb]